ClC1=C(C(NC=C1)=O)C(=O)O 4-Chloro-2-oxo-1,2-dihydropyridine-3-carboxylic acid